Trans-rac-2,2-dichloro-N-(4-chloro-3-(2-phenoxypropionamido)phenyl)-3-(3,5-dichlorophenyl)cyclopropane-1-carboxamide ClC1([C@H]([C@@H]1C1=CC(=CC(=C1)Cl)Cl)C(=O)NC1=CC(=C(C=C1)Cl)NC([C@@H](C)OC1=CC=CC=C1)=O)Cl |&1:24|